(R)-3-hydroxydodecanoic acid O[C@@H](CC(=O)O)CCCCCCCCC